mono-bornyl formate C(=O)OC1C2(CCC(C1)C2(C)C)C